ClC=1C(=C(C(=C(OCC(=O)OCC)C1)F)C)CC1=C(C(=C(C=C1)O)C(C)C)F ethyl 2-(5-chloro-2-fluoro-4-(2-fluoro-4-hydroxy-3-isopropylbenzyl)-3-methylphenoxy)acetate